Acetoxymethyl 2-(6-(4-chlorophenyl)imidazo[1,2-b]pyridazin-2-yl)acetate ClC1=CC=C(C=C1)C=1C=CC=2N(N1)C=C(N2)CC(=O)OCOC(C)=O